N-[6-amino-3-(2-methylphenyl)-1-oxo-2,3-dihydro-1H-isoindol-4-yl]-1,2-benzothiazole-3-carboxamide NC1=CC(=C2C(NC(C2=C1)=O)C1=C(C=CC=C1)C)NC(=O)C1=NSC2=C1C=CC=C2